C(C)(C)(C)[C@]12CC(C[C@H](CC1)N2)OC2=CC(=C(C=C2)C(O)C2=CN=C1C(=NC(=NN12)OCCCC)N(CC1=CC=C(C=C1)OC)CC1=CC=C(C=C1)OC)F tert-butyl-(1R,5S)-3-(4-((4-(bis(4-methoxybenzyl)amino)-2-butoxyimidazo[2,1-f][1,2,4]triazin-7-yl)(hydroxy)methyl)-3-fluorophenoxy)-8-azabicyclo[3.2.1]octane